3-(4-oxa-1,9-diazaspiro[5.5]undecan-1-yl)propan-1-ol N1(CCOCC12CCNCC2)CCCO